C(C)(C)(C)OC(=O)N1C[C@@H](OCC1)C1=CC=2C(=NC=C(C2C#CC#CCC(C=2C(N(C=CC2)C)=O)C2=C(C=CC(=C2)F)F)C(N)=O)N1 (2R)-2-(5-carbamoyl-4-(6-(2,5-difluorophenyl)-6-(1-methyl-2-oxo-1,2-dihydropyridin-3-yl)hex-1,3-diyn-1-yl)-1H-pyrrolo[2,3-b]pyridin-2-yl)morpholine-4-carboxylic acid tert-butyl ester